N-[6-(3-methylimidazol-4-yl)-3-isoquinolinyl]-2-(1-piperidinyl)acetamide CN1C=NC=C1C=1C=C2C=C(N=CC2=CC1)NC(CN1CCCCC1)=O